tri(o-tolyl)phosphin C1(=C(C=CC=C1)P(C1=C(C=CC=C1)C)C1=C(C=CC=C1)C)C